tert-butyl (6-chloro-4-iodobenzo[d]thiazol-2-yl)carbamate ClC1=CC2=C(N=C(S2)NC(OC(C)(C)C)=O)C(=C1)I